4-chloro-6-(4-((6-methoxypyridin-3-yl)oxy)piperidin-1-yl)-5-methyl-N-(5,6,7,8-tetrahydroisoquinolin-7-yl)pyrimidine-2-carboxamide ClC1=NC(=NC(=C1C)N1CCC(CC1)OC=1C=NC(=CC1)OC)C(=O)NC1CCC=2C=CN=CC2C1